ethyl 4-(azidomethyl)-3-chlorobenzimidate hydrochloride Cl.N(=[N+]=[N-])CC1=C(C=C(C(OCC)=N)C=C1)Cl